C(CCCCCCCCCCCCCC)C12C=CC(CC1)C2 1-pentadecylnorbornene